FC=1C=C(C=CC1)[C@H]1[C@@H](CN(CC1)C(=O)C=1C=2N(C=CC1)C=NC2)NC(CNC(C(F)(F)F)C)=O N-((3S,4S)-4-(3-fluorophenyl)-1-(imidazo[1,5-a]pyridine-8-carbonyl)piperidin-3-yl)-2-((1,1,1-trifluoropropan-2-yl)amino)acetamide